N-((7-fluoro-5-(2-methoxy-1-(2-oxo-4-(trifluoromethyl)imidazolidin-1-yl)ethyl)benzo[d]oxazol-2-yl)(4-fluorocyclohexyl)methyl)-4-methyl-1,2,5-oxadiazole-3-carboxamide FC1=CC(=CC=2N=C(OC21)C(NC(=O)C2=NON=C2C)C2CCC(CC2)F)C(COC)N2C(NC(C2)C(F)(F)F)=O